(S,E)-6-(4-Aminobut-2-enoyl)-4-(2-(1-ethyl-3-(trifluoromethyl)-1H-pyrazol-4-yl)phenyl)-4,5,6,7-tetrahydrothieno[2,3-c]pyridine-2-carbonitrile NC/C=C/C(=O)N1CC2=C([C@@H](C1)C1=C(C=CC=C1)C=1C(=NN(C1)CC)C(F)(F)F)C=C(S2)C#N